ClC1([C@H]([C@@H]1C1=CC(=CC(=C1)Cl)Cl)C(=O)NC=1C=CC(=C(C(=O)NC2(CC2)C#C)C1)F)Cl 5-((1R,3R)-2,2-dichloro-3-(3,5-dichlorophenyl)cyclopropane-1-carboxamido)-N-(1-ethynylcyclopropyl)-2-fluorobenzamide